2-[(2s)-4-[7-(8-chloro-1-naphthyl)-2-[[(2s)-1-methylpyrrolidin-2-yl]methoxy]-6,8-dihydro-5H-pyrido[3,4-d]pyrimidin-4-yl]piperazin-2-yl]acetonitrile ClC=1C=CC=C2C=CC=C(C12)N1CC=2N=C(N=C(C2CC1)N1C[C@@H](NCC1)CC#N)OC[C@H]1N(CCC1)C